2-(3,5-difluorophenyl)-5-methyl-1,3-dioxane FC=1C=C(C=C(C1)F)C1OCC(CO1)C